CC1=C2C3(C(N(C2=CC=C1)C1=CC=NN1C)=O)CC3 Methyl-1'-(1-methyl-1H-pyrazol-5-yl)spiro[cyclopropane-1,3'-indolin]-2'-one